C(#N)C=1C=CC(=C(C1)C1=CC(=NC=C1C(=O)NC=1SC2=C(N1)CN(C2)S(NC(C)C)(=O)=O)C)OC 4-(5-Cyano-2-methoxyphenyl)-N-(5-(N-isopropylsulfamoyl)-5,6-dihydro-4H-pyrrolo[3,4-d]thiazol-2-yl)-6-methylnicotinamide